FC1=C(C=CC(=C1F)F)C=1C(=CC=CC1)N 2',3',4'-trifluoro-[1,1'-biphenyl]-2-amine